TrisHydroxymethyl-Methylamine OCC(N)(CO)CO